COCCC1(C(C(=C(N=C1C)C)C(=O)OC(C)C)C1=CC(=CC=C1)[N+](=O)[O-])C(=O)[O-] 3-isopropyl 5-(2-methoxyethyl)2,6-dimethyl-4-(3-nitrophenyl)pyridine-3,5-dicarboxylate